3-((S)-3-((R)-8-(1,5-naphthyridin-3-ylsulfonyl)-1-oxa-8-azaspiro[4.5]decan-3-ylamino)-2-hydroxypropoxy)-N-methylbenzenesulfonamide N1=CC(=CC2=NC=CC=C12)S(=O)(=O)N1CCC2(C[C@H](CO2)NC[C@@H](COC=2C=C(C=CC2)S(=O)(=O)NC)O)CC1